N-(3-METHYL-1H-INDAZOL-4-YL)-1-(4-(TRIFLUOROMETHYL)PYRIDIN-2-YL)-1H-PYRAZOLE-4-SULFONAMIDE CC1=NNC2=CC=CC(=C12)NS(=O)(=O)C=1C=NN(C1)C1=NC=CC(=C1)C(F)(F)F